N1-(4-(2-(4-methoxy-1-methyl-6-oxo-1,6-dihydropyridin-3-yl)phenoxy)phenyl)-N5-(4-(((2S,4R)-2-methyl-1-propionyl-1,2,3,4-tetrahydroquinolin-4-yl)amino)phenyl)glutaramide COC=1C(=CN(C(C1)=O)C)C1=C(OC2=CC=C(C=C2)NC(CCCC(=O)NC2=CC=C(C=C2)N[C@@H]2C[C@@H](N(C3=CC=CC=C23)C(CC)=O)C)=O)C=CC=C1